N-(8-(methylamino)-5-(quinolin-6-ylethynyl)-2,7-naphthyridin-3-yl)cyclopropanecarboxamide CNC=1N=CC(=C2C=C(N=CC12)NC(=O)C1CC1)C#CC=1C=C2C=CC=NC2=CC1